COCCN(C(OC(C)(C)C)=O)[C@H]1CNCC1 tert-butyl N-(2-methoxyethyl)-N-[(3R)-pyrrolidin-3-yl]carbamate